C1(=CC(=CC=C1)N1C2=CC=CC=C2C=2C=C(C=CC12)C=1C=CC=2N(C3=CC=CC=C3C2C1)C1=CC=C(C=C1)C1=CC=CC=C1)C1=CC=CC=C1 9-(biphenyl-3-yl)-9'-(biphenyl-4-yl)-9H,9'H-3,3'-bicarbazole